ClC1=CC=C(C(=N1)C(SCC)=O)SCC S-ethyl 6-chloro-3-ethylsulfanyl-pyridine-2-thiocarboxylate